FC1=C(C(=O)N[C@H](C)C=2C=NC(=NC2)C(F)(F)F)C=C(C=C1C=1SC(=CN1)C)OC(C)C(C)O 2-Fluoro-5-((cis-3-hydroxybutan-2-yl)oxy)-3-(5-methylthiazol-2-yl)-N-((R)-1-(2-(Trifluoromethyl)pyrimidin-5-yl)ethyl)benzamide